C1(=CC=CC=C1)C(C(=O)N)CC1=CC=CC=C1 2,3-diphenylpropionamide